C(C)(C)C1=C(NC2=CC=C(C=C12)C1CCN(CC1)C1COC1)C1=CC=2N(C(=C1)OC)C=CN2 7-(3-isopropyl-5-(1-(oxetan-3-yl)piperidin-4-yl)-1H-indol-2-yl)-5-methoxyimidazo[1,2-a]pyridine